4-(4-iodophenyl)thiopiperidine-1-carboxylic acid benzyl ester C(C1=CC=CC=C1)OC(=S)N1CCC(CC1)C1=CC=C(C=C1)I